C1(CC1)[C@H](C)OC1=CC=C(N)C=C1 (S)-4-(1-cyclopropylethoxy)aniline